2-amino-5-(2-(tetrahydro-2H-pyran-4-yl)-2H-indazol-5-yl)nicotinic acid methyl ester COC(C1=C(N=CC(=C1)C1=CC2=CN(N=C2C=C1)C1CCOCC1)N)=O